(1-(4,6-dichloropyridin-2-yl)-4-methyl-1H-pyrazol-3-yl)methanol ClC1=CC(=NC(=C1)Cl)N1N=C(C(=C1)C)CO